ethyl 2-(2-((5-chloro-7-((cyclopropylmethyl)amino)-2-isopropylbenzofuran-3-yl)methoxy)-4-methoxyphenyl)acetate ClC=1C=C(C2=C(C(=C(O2)C(C)C)COC2=C(C=CC(=C2)OC)CC(=O)OCC)C1)NCC1CC1